Cl.NC=1C=C(C(=O)NCCN(C)C)C=CC1 3-Amino-N-[2-(dimethylamino)ethyl]benzamide, hydrochloride